O[C@H]1[C@H](CC1(C)C)N1CCC2=C1N=NC(=C2)C2=C(C=C(C=C2C)C(F)(F)F)O 2-(7-((1S,2R)-2-hydroxy-3,3-dimethylcyclobutyl)-6,7-dihydro-5H-pyrrolo[2,3-c]pyridazin-3-yl)-3-methyl-5-(trifluoromethyl)phenol